(R)-N-(4-(8-fluoro-7-((1,1,1-trifluoropropan-2-yl)oxy)-1,3,4,5-tetrahydro-2H-Benzo[c]azepine-2-yl)-2,6-dimethylphenyl)-3,3-dimethylbutanamide FC=1C(=CC2=C(CN(CCC2)C2=CC(=C(C(=C2)C)NC(CC(C)(C)C)=O)C)C1)O[C@@H](C(F)(F)F)C